5α-androstan-3,17-dione C[C@@]12C(CC[C@H]1[C@@H]1CC[C@H]3CC(CC[C@]3(C)[C@H]1CC2)=O)=O